5-(3-((2S,4S)-1-(3-cyano-6-methyl-4-(trifluoromethyl)pyridin-2-yl)-N-(4-fluorophenyl)-4-hydroxypyrrolidine-2-carboxamido)prop-1-yn-1-yl)-N-methylpicolinamide C(#N)C=1C(=NC(=CC1C(F)(F)F)C)N1[C@@H](C[C@@H](C1)O)C(=O)N(C1=CC=C(C=C1)F)CC#CC=1C=CC(=NC1)C(=O)NC